(R)-4-benzyl-3-((R)-2-(4-chloro-3-fluorobenzyl)-5-hydroxypentanoyl)oxazolidin-2-one C(C1=CC=CC=C1)[C@H]1N(C(OC1)=O)C([C@H](CCCO)CC1=CC(=C(C=C1)Cl)F)=O